N-(2-amino-4-((4-aminobenzyl)amino)phenyl)octanamide NC1=C(C=CC(=C1)NCC1=CC=C(C=C1)N)NC(CCCCCCC)=O